(±)-7-((6-Aminopyridin-3-yl)amino)-5-((4-cyclopropyl-3-((methylsulfinyl)methyl)phenyl)amino)pyrazolo[1,5-a]pyrimidin-3-carbonitril NC1=CC=C(C=N1)NC1=CC(=NC=2N1N=CC2C#N)NC2=CC(=C(C=C2)C2CC2)C[S@](=O)C |r|